4-(4-Chlorophenyl)-N-(3-(4-fluorophenoxy)-5-(4-(methylcarbamoyl)phenoxy)phenyl)piperazine-1-carboxamide ClC1=CC=C(C=C1)N1CCN(CC1)C(=O)NC1=CC(=CC(=C1)OC1=CC=C(C=C1)C(NC)=O)OC1=CC=C(C=C1)F